N1(CCC1)C(CN1N=C(C2=NC=C(C=C21)C=2SC(=CC2)C(F)(F)F)F)=O 1-(Azetidin-1-yl)-2-[3-fluoro-6-[5-(trifluoromethyl)-2-thienyl]pyrazolo[4,3-b]pyridin-1-yl]ethanone